N-(5-cyanoadamantane-2-yl)-2-(4-((1-(2-(2,6-dioxopiperidin-3-yl)-1,3-Dioxoisoindoline-5-yl)azetidin-3-yl)ethynyl)-1H-pyrazol-1-yl)-2-methylpropionamide C(#N)C12CC3C(C(CC(C1)C3)C2)NC(C(C)(C)N2N=CC(=C2)C#CC2CN(C2)C=2C=C3C(N(C(C3=CC2)=O)C2C(NC(CC2)=O)=O)=O)=O